N1(CCNCC1)C=1OC2=C(C=CC=C2C(C1)=O)C1=CC=C2C=CC=NC2=C1 2-(piperazin-1-yl)-8-(quinolin-7-yl)-4H-chromen-4-one